[Sn].S(O)(O)(=O)=O sulfuric acid tin